(4,6-dichloropyridin-2-yl)methanol ClC1=CC(=NC(=C1)Cl)CO